CN1N=NC(=C1C=1C=C2C(=NC1)C1=C(N2[C@@H](C2CCOCC2)C2=NC=CC=C2F)C(=NN1C)C(C)(C)O)C (S)-2-(6-(1,4-dimethyl-1H-1,2,3-triazol-5-yl)-4-((3-fluoropyridin-2-yl)(tetrahydro-2H-pyran-4-yl)methyl)-1-methyl-1,4-dihydropyrazolo[3',4':4,5]pyrrolo[3,2-b]pyridin-3-yl)propan-2-ol